C1(CCC1)C1=CC=C2C=C(C(NC2=C1C(=O)O)=O)C(NC1CS(C=C1)(=O)=O)=O 7-(R)-cyclobutyl-3-((1,1-dioxido-2,3-dihydrothiophen-3-yl)carbamoyl)-2-oxo-1,2-dihydroquinoline-8-carboxylic acid